C(C1=CC=CC=C1)C([C@@H](C(=O)O)N(C(=O)OC(C)(C)C)CC1=CC=CC=C1)(C1=CC=C(O)C(O)=C1)CC1=CC=CC=C1 tribenzyl-Boc-L-DOPA